NC1=NN2C(C=C(C=C2)C=2C=C(C(=NC2)OC)C(=O)NCC2=C(C=CC=C2)OC(C(F)F)(F)F)=N1 5-{2-amino-[1,2,4]triazolo[1,5-a]pyridin-7-yl}-2-methoxy-N-{[2-(1,1,2,2-tetrafluoroethoxy)phenyl]methyl}pyridine-3-carboxamide